Cl.Cl.N1C(=NCC2=CC=CC=C12)SCC=1N2C(SC1)=NC(C2)CC2=CC=C(C=C2)C 3-(((1,4-dihydroquinazolin-2-yl)thio)methyl)-6-(4-methylbenzyl)-5,6-dihydroimidazo[2,1-b]thiazole dihydrochloride